3,3-Dimethylpentan-2-one CC(C(C)=O)(CC)C